FC(C(F)(F)F)(F)C1=C(C(=NN1)C(=O)N)C(F)(F)F 5-(1,1,2,2,2-penta-fluoroethyl)-4-(trifluoromethyl)pyrazole-3-carboxamide